(tetrahydrofuran-3-yl)methanone O1CC(CC1)C=O